Octenyl succinate C1=CC=C(C=C1)C2=CC=CC(=C2)C#N